6-amino-4-hydroxy-3-((4-aminophenyl)diazenyl)naphthalene-2-sulfonic acid sodium salt [Na+].NC=1C=C2C(=C(C(=CC2=CC1)S(=O)(=O)[O-])N=NC1=CC=C(C=C1)N)O